((1s,4s)-4-((4-(6-((5-fluoro-4-(7'-fluoro-2'-methylspiro[cyclopentane-1,3'-indol]-5'-yl)pyrimidin-2-yl)amino)pyridin-3-yl)piperidin-1-yl)methyl)cyclohexyl)methyl methanesulfonate CS(=O)(=O)OCC1CCC(CC1)CN1CCC(CC1)C=1C=NC(=CC1)NC1=NC=C(C(=N1)C=1C=C2C3(C(=NC2=C(C1)F)C)CCCC3)F